4-(2-bromo-4-nitrophenyl)-1-methyl-1H-pyrazole BrC1=C(C=CC(=C1)[N+](=O)[O-])C=1C=NN(C1)C